5-((2-methoxyquinolin-3-yl)methyl)isoindoline-1,3-dione COC1=NC2=CC=CC=C2C=C1CC=1C=C2C(NC(C2=CC1)=O)=O